5-(N-(2-(4-(5-Chlorothiophene-2-carbonyl)piperazin-1-yl)phenyl)-N-phenethylsulfamoyl)-3-methylbenzofuran ClC1=CC=C(S1)C(=O)N1CCN(CC1)C1=C(C=CC=C1)N(S(=O)(=O)C=1C=CC2=C(C(=CO2)C)C1)CCC1=CC=CC=C1